L-alanine 2-methylcyclohexyl ester CC1C(CCCC1)OC([C@@H](N)C)=O